3-chloro-N-[1-[1-(C-methyl-N-phenoxy-carbonimidoyl)-1,2,4-triazol-3-yl]ethyl]-5-(trifluoromethyl)benzamide ClC=1C=C(C(=O)NC(C)C2=NN(C=N2)C(=NOC2=CC=CC=C2)C)C=C(C1)C(F)(F)F